N1=C(C=NC=C1)[C@@H]1CCNC1 (R)-4-Pyrazin-2-yl-pyrrolidine